tert-butyl N-[[2-[3-[3-hydroxy-1-(4-methyl-1,2,4-triazol-3-yl)-3-(trifluoromethyl)cyclobutyl]phenyl]-3-oxo-7-(trifluoromethyl)isoindolin-5-yl]methyl]-N-(1-methylcyclobutyl)carbamate OC1(CC(C1)(C1=NN=CN1C)C=1C=C(C=CC1)N1CC2=C(C=C(C=C2C1=O)CN(C(OC(C)(C)C)=O)C1(CCC1)C)C(F)(F)F)C(F)(F)F